4-cyano-6-[[(2R)-2-(dimethylamino)propionyl]amino]indan-2-carboxylic acid ethyl ester C(C)OC(=O)C1CC2=CC(=CC(=C2C1)C#N)NC([C@@H](C)N(C)C)=O